O=C1C(=CC2(N3C=CC=C13)CCCC2)C(=O)NCC(=O)O 8'-oxo-8'H-spiro[cyclopentane-1,5'-indolizine]-7'-carbonyl-e-glycine